(R)-N-(3-(7-methyl-1H-indazol-5-yl)-1-(4-(1-methylpiperidin-4-yl)piperazin-1-yl)-1-Oxopropan-2-yl)-4-(2-oxo-2,3-dihydro-1H-imidazo[4,5-b]pyridin-1-yl)piperidine-1-carboxamide CC=1C=C(C=C2C=NNC12)C[C@H](C(=O)N1CCN(CC1)C1CCN(CC1)C)NC(=O)N1CCC(CC1)N1C(NC2=NC=CC=C21)=O